5-(4-((4-(4-amino-3-(4-phenoxyphenyl)-1H-pyrazolo[3,4-d]pyrimidin-1-yl)-3-fluorocyclohexyl)methyl)piperazin-1-yl)-2-(2,6-dioxopiperidin-3-yl)-6-fluoroisoindoline-1,3-dione NC1=C2C(=NC=N1)N(N=C2C2=CC=C(C=C2)OC2=CC=CC=C2)C2C(CC(CC2)CN2CCN(CC2)C=2C=C1C(N(C(C1=CC2F)=O)C2C(NC(CC2)=O)=O)=O)F